(2-methyl-3-oxocyclohex-1-en-1-yl)acetamide CC1=C(CCCC1=O)CC(=O)N